C(C)(C)(C)N1N=C(C=C1N)[C@@H]1C[C@@H](CC1)O[Si](C)(C)C(C)(C)C 2-tert-butyl-5-[(1S,3R)-3-[tert-butyl-(dimethyl)silyl]oxycyclopentyl]pyrazol-3-amine